[Cl-].[Cl-].C1(C=CC2=CC=CC=C12)[Zr+2]C1C=CC2=CC=CC=C12 bis(indenyl)-zirconium dichloride